CN(C)C(=S)OC1=CC(=C(C(=C1)Cl)OCCCOC1=NC=C(C=C1)C(F)(F)F)Cl (3,5-dichloro-4-(3-((5-(trifluoromethyl) pyridin-2-yl) oxy) propoxy) phenyl) dimethylaminothiocarboxylate